1-((2-chloro-5-fluoro-6-(1-hydroxyethyl)pyridin-3-yl)oxy)-2-methylpropan-2-ol ClC1=NC(=C(C=C1OCC(C)(O)C)F)C(C)O